2,4-divinylbenzenesulfonic acid sodium salt [Na+].C(=C)C1=C(C=CC(=C1)C=C)S(=O)(=O)[O-]